C(C)(=O)NC(C(=O)OCC)(C(=O)OCC)CCC=C diethyl 2-acetamido-2-(but-3-enyl)malonate